1,3,4-trimethyl-7-methoxy-2-(2'-aminophenyl)-9H-carbazole CC1=C(C(=C(C=2C3=CC=C(C=C3NC12)OC)C)C)C1=C(C=CC=C1)N